ClC1=C(C=C2C=C(N=CC2=C1)NC(=O)[C@@H]1CC12CCOCC2)N2CCN(CC2)[C@@H]2COC[C@@H]2O (R)-N-(7-chloro-6-(4-((3R,4R)-4-hydroxytetrahydrofuran-3-yl)piperazin-1-yl)isoquinolin-3-yl)-6-oxaspiro[2.5]octane-1-carboxamide